2-(piperazin-1-yl)pyrimidine-4-carbonitrile N1(CCNCC1)C1=NC=CC(=N1)C#N